C(CC)NS(=O)(=O)C1=CC=C(C(=O)O)C=C1 p-(N-propylsulfamoyl)benzoic acid